3-(4-cyanophenyl)imidazo[1,5-a]pyridine-1-carbonitrile C(#N)C1=CC=C(C=C1)C1=NC(=C2N1C=CC=C2)C#N